tert-butyl 8-(6-(2,6-dioxopiperidin-3-yl)-2-methylpyridin-3-yl)-3,8-diazabicyclo[3.2.1]octane-3-carboxylate O=C1NC(CCC1C1=CC=C(C(=N1)C)N1C2CN(CC1CC2)C(=O)OC(C)(C)C)=O